C(#N)C=1C(=NN(C1C1=CC(=C(C=C1)F)F)C1=NC=CC=C1)SCC(=O)OCC Ethyl {[4-cyano-5-(3,4-difluorophenyl)-1-(pyridin-2-yl)-1H-pyrazol-3-yl]sulfanyl}acetate